P(=O)(O)(O)OC[C@@H]1[C@H](C[C@@H](O1)N1C(=O)NC(=O)C(C)=C1)O deoxythymidine-5'-monophosphate